OCCOC(=O)C1=CC=C(C=C1)C1=NC2=C(N1)C=CC(=C2)C(=O)O 2-(4-hydroxyethoxycarbonylphenyl)-1H-benzimidazole-5-carboxylic acid